C(C)(=O)C=1OC=C(N1)C(=O)N[C@@H](CC/C=C/C(=O)N(CC)CC)C(=O)NC=1C(N(C=CC1)CC(=O)NC12CC(C1)C2)=O (S,E)-6-(2-acetyloxazole-4-carboxamido)-N7-(1-(2-(bicyclo[1.1.1]pentan-1-ylamino)-2-oxoethyl)-2-oxo-1,2-dihydropyridin-3-yl)-N1,N1-diethylhept-2-enediamide